bistetradecyl-Mannitol tert-butyl-N-[(1S)-5-[2-(2-aminopyridin-3-yl)-5-cyclopropylimidazo[4,5-b]pyridin-3-yl]-2,3-dihydro-1H-inden-1-yl]carbamate C(C)(C)(C)N(C(O)=O)[C@H]1CCC2=CC(=CC=C12)N1C(=NC=2C1=NC(=CC2)C2CC2)C=2C(=NC=CC2)N.C(CCCCCCCCCCCCC)C([C@@H](O)[C@@H](O)[C@H](O)[C@H](O)CO)(O)CCCCCCCCCCCCCC